ClC1=CC(=C(C=C1S)N1C(N(C(=CC1=O)C(F)(F)F)N)=O)F 3-(4-chloro-2-fluoro-5-mercaptophenyl)-1-amino-6-trifluoromethyl-1H-pyrimidine-2,4-dione